BrC1=CC=C(C(=N1)N)N 6-Bromopyridine-2,3-diamine